ClC1=C(C(=CC=C1)Cl)C1=CC2=C(N=C(N=C2)NC2=CC=C(C=C2)OCCN(CC)CC)N(C1=O)CC(C)C 6-(2,6-dichlorophenyl)-2-((4-(2-(diethylamino)ethoxy)phenyl)amino)-8-isobutylpyrido[2,3-d]pyrimidin-7(8H)-one